2-((2-methyl-2-adamantyl)oxycarbonyl)ethyltrimethoxysilane CC1(C2CC3CC(CC1C3)C2)OC(=O)CC[Si](OC)(OC)OC